3-Fluoro-6-methyldibenzo[c,f][1,2]thiazepin-11(6H)-one 5,5-dioxide FC1=CC2=C(C(C3=C(N(S2(=O)=O)C)C=CC=C3)=O)C=C1